Tert-butyl 3-((1-(1-((4-cyano-3-(trifluoromethyl)phenyl)amino)-2-methyl-1-oxopropan-2-yl)-1H-pyrazol-4-yl)ethynyl)-[1,3'-biazetidine]-1'-carboxylate C(#N)C1=C(C=C(C=C1)NC(C(C)(C)N1N=CC(=C1)C#CC1CN(C1)C1CN(C1)C(=O)OC(C)(C)C)=O)C(F)(F)F